[N+](=O)([O-])C1=CC=C(C=C1)N(C(=O)OC1CC(C1)COC1=C(C(=C(C=C1)F)F)F)[C@@H]1CC[C@H](CC1)C=1SC(=CN1)C1=C(C=C(C=C1)NC(NCC1=CC=CC=C1)=O)S(NC(C)(C)C)(=O)=O 3-((2,3,4-Trifluorophenoxy)methyl)cyclobutanol trans-(4-nitrophenyl)N-[4-[5-[4-(benzylcarbamoylamino)-2-(tert-butylsulfamoyl)phenyl]thiazol-2-yl]cyclohexyl]carbamate